N1N=CC=C1C1CN(CCC1)C1=NC(=NC(=C1)C1CCC1)N 4-(3-(1H-pyrazol-5-yl)piperidin-1-yl)-6-cyclobutylpyrimidin-2-amine